C(CC1CO1)C1=CC=C(C=C)C=C1 p-(3,4-epoxybutyl)styrene